N-[3-fluoro-3-methyl-1-(tetrahydro-3-furyl)-4-piperidyl]-6-[3-(4-mesyl-2-anisidino)-1-propynyl]-1-(2,2,2-trifluoroethyl)-1H-1,3-benzimidazole-4-carboxamide FC1(CN(CCC1NC(=O)C1=CC(=CC=2N(C=NC21)CC(F)(F)F)C#CCNC=2C(OC)=CC=C(C2)S(=O)(=O)C)C2COCC2)C